4-Chlorothiophene ClC=1C=CSC1